C(CCCCCCCC)C1=C(C=CC=C1)OC(NC1CC(CC(C1)(C)C)(C)CNC(=S)OC1=C(C=CC=C1)CCCCCCCCC)=S 3-((nonylphenoxy)thiocarbonylamino-methyl)-3,5,5-trimethylcyclohexylthiocarbamic acid (nonylphenyl) ester